FC(C(=O)O)(F)F.N[C@@H]1[C@@H](CCCC1)NC1=NC=2N(C=C1)N=CC2C(=O)NC=2C(=NN(C2)C(C)C)C(N)=O 5-{[(1R,2S)-2-aminocyclohexyl]amino}-N-[3-carbamoyl-1-(1-methylethyl)-1H-pyrazol-4-yl]pyrazolo[1,5-a]pyrimidine-3-carboxamide trifluoroacetate